phenylpiperidine-2,6-dione C1(=CC=CC=C1)N1C(CCCC1=O)=O